FC(CC1=C(C=CC=C1)S(=O)(=O)N)(F)F (2,2,2-trifluoroethyl)benzenesulfonamide